C(#N)C(CN(C(OC(C)(C)C)=O)C1=C(C=CC2=CC=C(C=C12)C1=NC(=CC(=C1)NC(C)=O)C(NC)=O)OC)=C Tert-butyl N-(2-cyano-2-methylideneethyl)-N-{7-[4-acetamido-6-(methylcarbamoyl)pyridin-2-yl]-2-methoxynaphthalen-1-yl}carbamate